(1R,2R,3aS,10aR)-2,5-difluoro-1-{(1E,3ξ)-3-hydroxy-3-[(2ξ)-2-phenyl-2-oxetanyl]-1-propen-1-yl}-2,3,3a,9,10,10a-hexahydro-1H-benzo[b]cyclopenta[f]oxepin-6-carboxylic acid F[C@@H]1C[C@H]2[C@H](CCC3=C(O2)C(=C(C=C3)C(=O)O)F)[C@H]1\C=C\C(C1(OCC1)C1=CC=CC=C1)O